tert-Butyl ((S)-1-(((S)-1-(((S)-1-amino-1-oxo-3-((S)-2-oxopyrrolidin-3-yl)propan-2-yl)amino)-3-cyclopropyl-1-oxopropan-2-yl)amino)-3,3-dimethyl-1-oxobutan-2-yl)carbamate NC([C@H](C[C@H]1C(NCC1)=O)NC([C@H](CC1CC1)NC([C@H](C(C)(C)C)NC(OC(C)(C)C)=O)=O)=O)=O